(2R,3R,5aR,7R,9aS)-7-(2-methylbutan-2,3-dien-1-yl)hexahydro-5H-2,5a-methano-pyrano[3,2-e][1,4]dioxepin-3-ol CC(C[C@H]1CC[C@@H]2O[C@H]3[C@@H](OC[C@]2(O1)C3)O)=C=C